C(#N)C1=CC(=C(NC1=O)C)[Mg]Br (5-cyano-2-methyl-6-oxo-1,6-dihydropyridin-3-yl)magnesium bromide